C1(CCCCCCCCC1)N[C@@H](C)C(=O)O cyclodecylalanine